(2Z)-1,4-dichlorobut-2-ene ClC\C=C/CCl